O=C1OC(C2=CC(=CC=C12)C(=O)OCCOC(=O)C=1C=C2C(OC(C2=CC1)=O)=O)=O 2-ethylene bis[1,3-dihydro-1,3-dioxoisobenzofuran-5-carboxylate]